OC[C@H]1[C@H](C1)CN(CCCCCCCC(=O)N(CCCCCCCCCC)CCCCCCCCCC)CCCCCCCC(=O)N(CCCCCCCCCC)CCCCCCCCCC 8,8'-((((1S,2R)-2-(hydroxymethyl)-cyclopropyl)meth-yl)azanediyl)bis-(N,N-didecyloctan-amide)